3-[6-amino-4-ethyl-5-(4-hydroxyphenyl)-3-pyridinyl]benzamide NC1=C(C(=C(C=N1)C=1C=C(C(=O)N)C=CC1)CC)C1=CC=C(C=C1)O